[Si](C)(C)(C(C)(C)C)O[C@H](CCC=O)C (S)-4-((tert-butyldimethylsilyl)oxy)pentanal